ClC1=C(C(=O)N2C=C(C=3C2=NC=C(C3)C3=CC=C(C=C3)N3CCC2(OCCO2)CC3)C(C3=C(C(=CC=C3F)NS(N(C)CC)(=O)=O)F)=O)C(=CC=C1)Cl 8-[4-[1-(2,6-dichlorobenzoyl)-3-[3-[[ethyl(methyl)sulfamoyl]amino]-2,6-difluoro-benzoyl]pyrrolo[2,3-b]pyridin-5-yl]phenyl]-1,4-dioxa-8-azaspiro[4.5]decane